S1C(=CC=C1)C1=NC=C(C#N)C=C1 6-(thiophen-2-yl)nicotinonitrile